FC1=C(OC2=CC=C(C=C2)C=2N=C(N3C2C=NC=C3C(C)C)[C@H]3CN(CC3)C(C#CC)=O)C=CC=C1OC (R)-1-(3-(1-(4-(2-fluoro-3-methoxyphenoxy)phenyl)-5-isopropylimidazo[1,5-a]pyrazin-3-yl)pyrrolidin-1-yl)but-2-yn-1-one